CC1=NC=C(C(=C1)C1=CC=2N(C=C1)N=C(C2)N)OC2CN(C2)C 5-(2-methyl-5-((1-methylazetidin-3-yl)oxy)pyridin-4-yl)pyrazolo[1,5-a]pyridin-2-amine